OC1=C(C=CC=2SC=CC21)C=2C(N(C(=NN2)N[C@H]2CN(C[C@@H](C2)F)C)C)=O 6-(4-Hydroxybenzo[b]thiophene-5-yl)-3-{[(3R,5R)-5-fluoro-1-methylpiperidin-3-yl]amino}-4-methyl-5H,4H-1,2,4-triazine-5-one